1-(2-isopropoxyethyl)-N-(6-(1-methyl-1H-pyrazol-4-yl)isoquinolin-3-yl)piperidine-4-carboxamide C(C)(C)OCCN1CCC(CC1)C(=O)NC=1N=CC2=CC=C(C=C2C1)C=1C=NN(C1)C